NCC(C1=CC=C(C=C1)CO)NC(=O)C=1C=CC=C2C(=CNC12)C=1C=NNC1 N-(2-amino-1-(4-(hydroxymethyl)phenyl)ethyl)-3-(1H-pyrazol-4-yl)-1H-indole-7-carboxamide